2-((1-(2-ethoxypyridin-4-yl)-5-isobutyl-1H-pyrazol-3-yl)amino)-5-(thiophen-2-yl)nicotinic acid C(C)OC1=NC=CC(=C1)N1N=C(C=C1CC(C)C)NC1=C(C(=O)O)C=C(C=N1)C=1SC=CC1